C(C)(C)(C)NC(=O)N1CC=2C(CC1)=NN(C2C=2C=C1C=CNC1=CC2)C2=C(C=CC=C2C)OCC(C)C N-tert-butyl-6,7-dihydro-3-(1H-indol-5-yl)-2-(2-isobutoxy-6-methylphenyl)-2H-pyrazolo[4,3-c]Pyridine-5(4H)-carboxamide